CN1CCCCC1CCC2=CC=CC=C2NC(=O)C3=CC=C(C=C3)OC.Cl The molecule is the hydrochloride salt of encainide. A class Ic antiarrhythmic, it was used for the treatment of severe or life-threatening ventricular arrhythmias, but it was associated with increased death rates in patients who had asymptomatic heart rhythm abnormalities after a recent heart attack and was withdrawn from the market. It has a role as an anti-arrhythmia drug. It contains an encainide.